3-methyl-3-(trifluoromethyl)-2,3-dihydro-1H-pyrrolo[2,3-d]pyridazin-4-amine CC1(CNC2=CN=NC(=C21)N)C(F)(F)F